(1R,3R,5R)-2-(5-acetyl-2-methylisonicotinoyl)-2-azabicyclo[3.1.0]Hexane-3-carboxylic acid benzyl ester C(C1=CC=CC=C1)OC(=O)[C@@H]1N([C@@H]2C[C@@H]2C1)C(C1=CC(=NC=C1C(C)=O)C)=O